(S)-2-amino-2-(4-methoxyphenyl)ethane-1-ol hydrochloride Cl.N[C@H](CO)C1=CC=C(C=C1)OC